C(C)C1=NN(C2=C1C(NCC1(CCOCC1)C2)=O)C[C@H](COC(C2=C(C(=CC=C2)OC)Cl)=O)C 2-Chloro-3-methoxy-benzoic acid [(2R)-3-(3-ethyl-4-oxo-spiro[6,8-dihydro-5H-pyrazolo[4,3-c]azepin-7,4'-tetrahydropyran]-1-yl)-2-methyl-propyl] ester